FC1=C(C(=CC(=C1)C1=NO[C@H](C1)CN1N=NC=C1)F)C1=CC=C(C=C1)OC1CN(C1)C 1-{[(5R)-3-{2,6-Difluoro-4'-[(1-methylazetidin-3-yl)oxy][1,1'-biphenyl]-4-yl}-4,5-dihydro-1,2-oxazol-5-yl]methyl}-1H-1,2,3-triazole